9-fluoro-N-methyl-N-Phenyl-[1,2,4]triazolo[4,3-a]quinazolin-5-amine FC=1C=CC=C2C(=NC=3N(C12)C=NN3)N(C3=CC=CC=C3)C